ClC1=C(C(=O)NC2=C(C(=CC(=C2)F)C=2SC3=C(N2)C(=CC=C3)F)C)C=CC(=C1F)F 2-chloro-3,4-difluoro-N-(5-fluoro-3-(4-fluorobenzo[d]thiazol-2-yl)-2-methylphenyl)benzamide